2-((5-methyl-4H-1,2,4-triazol-3-yl)thio)-1-phenylpropan-1-one CC=1NC(=NN1)SC(C(=O)C1=CC=CC=C1)C